N[C@]1(C(N(C2=CC(=CC=C12)OC)C(C1=CC=CC=C1)(C1=CC=CC=C1)C1=CC=CC=C1)=O)C1=CC=C(C=C1)OC (R)-3-amino-6-methoxy-3-(4-methoxyphenyl)-1-triphenylmethylindol-2-one